2-(5-(6-chloro-3-(1H-imidazol-1-yl)-5-methoxy-1-methyl-1H-indol-2-yl)-1H-1,2,4-triazol-3-yl)ethan-1-ol ClC1=C(C=C2C(=C(N(C2=C1)C)C1=NC(=NN1)CCO)N1C=NC=C1)OC